FC=1C(C(B(C1F)C1=C(C(=C(C(=C1F)F)F)F)F)(C1=C(C(=C(C(=C1F)F)F)F)F)C1=C(C(=C(C(=C1F)F)F)F)F)(C1=C(C(=C(C(=C1F)F)F)F)F)C1=C(C(=C(C(=C1F)F)F)F)F perfluoropentaphenylborole